CO[C@@H]1C[C@H](CCC1)NC(C1=NC=CC=C1)=O N-((1S,3S)-3-methoxycyclohexyl)picolinamide